5,7-di-tert-butyl-2(3H)-benzofuran C(C)(C)(C)C1=CC2=C(COC2)C(=C1)C(C)(C)C